1-((3-(4-fluorophenethyl)-1H-pyrazol-4-yl)methyl)-N1-methylethane-1,2-diamine trifluoroacetate FC(C(=O)O)(F)F.FC1=CC=C(CCC2=NNC=C2CC(CN)NC)C=C1